CN(C1CN(C1)C1=NC=C(C=C1)B1OC(C(O1)(C)C)(C)C)C N,N-dimethyl-1-(5-(4,4,5,5-tetramethyl-1,3,2-dioxaborolan-2-yl)pyridin-2-yl)azetidin-3-amine